N-(3-chloro-4-(methylsulfonyl)phenyl)-3-(4-methoxyphenyl)imidazo[1,2-a]pyrazin-8-amine ClC=1C=C(C=CC1S(=O)(=O)C)NC=1C=2N(C=CN1)C(=CN2)C2=CC=C(C=C2)OC